C(C)C=1C(NC=2C=C(C=NC2C1)CN1[C@@H](CN(CC1)C=1C=CC(=NC1)C(=O)NC)C)=O (R)-5-(4-((7-Ethyl-6-oxo-5,6-dihydro-1,5-naphthyridin-3-yl)methyl)-3-methylpiperazin-1-yl)-N-methylpyridineamide